CN(C(C#C)=O)C1CN(CCC1)C1=NC(=CC=2N1C=CN2)C=2C=NN(C2)C N-methyl-N-[1-[7-(1-methylpyrazol-4-yl)imidazo[1,2-c]pyrimidin-5-yl]-3-piperidyl]prop-2-ynamide